BrC1=CC(=C(CN2C(C3=C(C=CC=C3C2([2H])[2H])F)=O)C=C1)F 2-(4-bromo-2-fluoro-benzyl)-7-fluoroisoindolin-1-one-3,3-d2